ClC=1C=C2C=NC(=NC2=C(C1N1CCN(CC1)C1(COC1)C)C)NC=1C=NN(C1)CC(F)(F)F 6-Chloro-8-methyl-7-(4-(3-methyloxetan-3-yl)piperazin-1-yl)-N-(1-(2,2,2-trifluoroethyl)-1H-pyrazol-4-yl)quinazolin-2-amine